COC1=C(C=C(C=C1)/C=C/C(=O)C1=CC=C(C=C1)S(=O)(=O)NCC(=O)O)OCCC 2-[[4-[(E)-3-(4-Methoxy-3-propoxyphenyl)prop-2-enoyl]phenyl]sulfonylamino]acetic acid